(rac)-(2s,4s)-2-(1-(4-cyclopropyl-2-methylphenyl)-3-azabicyclo[3.1.0]hexane-3-carbonyl)-7-oxa-5-azaspiro[3.4]octan-6-one C1(CC1)C1=CC(=C(C=C1)C12CN(CC2C1)C(=O)C1CC2(C1)NC(OC2)=O)C